N-[2-(3,4-dimethoxyphenyl)ethyl]cyclopropanecarboxamide COC=1C=C(C=CC1OC)CCNC(=O)C1CC1